methyl O-(tert-butyldimethylsilyl)-N-(2-(6-((5-((tert-butyldimethylsilyl)oxy)pentyl)carbamoyl)pyridine-3-yl)thiazole-4-carbonyl)-L-seryl-L-serinate [Si](C)(C)(C(C)(C)C)OC[C@H](NC(=O)C=1N=C(SC1)C=1C=NC(=CC1)C(NCCCCCO[Si](C)(C)C(C)(C)C)=O)C(=O)N[C@@H](CO)C(=O)OC